N-{4-[(2-amino-3-chloro-4-pyridinyl)oxy]-3-fluorophenyl}-4-ethoxy-1-(4-fluorophenyl)-2-oxo-1,2-dihydro-3-pyridinecarboxamide NC1=NC=CC(=C1Cl)OC1=C(C=C(C=C1)NC(=O)C=1C(N(C=CC1OCC)C1=CC=C(C=C1)F)=O)F